FC(C(=O)O)(F)F.CN(C)CC1=CC(=NC=N1)N 6-((dimethylamino)methyl)pyrimidin-4-amine 2,2,2-trifluoroacetate